acetoxymethyl (1'R,2'R,3R,7a'R)-5,7-dichloro-1'-((3,5-dichlorophenyl)(methyl)carbamoyl)-6',6'-difluoro-2-oxo-1',2',5',6',7',7a'-hexahydrospiro[indoline-3,3'-pyrrolizine]-2'-carboxylate ClC=1C=C2C(=C(C1)Cl)NC([C@@]21[C@@H]([C@H]([C@H]2CC(CN12)(F)F)C(N(C)C1=CC(=CC(=C1)Cl)Cl)=O)C(=O)OCOC(C)=O)=O